P(=O)(=O)[Mn](=O)([O-])[O-] phosphomanganite